1-[1-(N-hydroxycarbamimidoyl)cyclobutyl]-5-tetrahydropyran-4-yl-indole-2-carboxylic acid ethyl ester C(C)OC(=O)C=1N(C2=CC=C(C=C2C1)C1CCOCC1)C1(CCC1)C(NO)=N